BrC=1C(=NC=C(N1)C1CCOCC1)N 3-bromo-5-(tetrahydro-2H-pyran-4-yl)pyrazin-2-amine